(R)-5-(2-azidopropyl)benzo[d][1,3]dioxole N(=[N+]=[N-])[C@@H](CC1=CC2=C(OCO2)C=C1)C